ClC1=C(C=CC=C1)CN1C(CCC1CC(=O)N1C(CCCCC1)C1=CC(=C(C=C1)Cl)Cl)=O 1-[(2-chlorophenyl)methyl]-5-[2-[2-(3,4-dichlorophenyl)azepan-1-yl]-2-oxoethyl]pyrrolidin-2-on